ClC=1C=C(C(=O)NC=2C=C3C(=CN(C3=CC2)CC#C)C#N)C=CN1 2-chloro-N-(3-cyano-1-propargyl-1H-indol-5-yl)isonicotinamide